BrCCCCOC1=CC2=C(C[C@H](NC([C@@H](N2C)C(C)C)=O)CO)C=C1 (2S,5S)-9-(4-bromobutoxy)-5-(hydroxymethyl)-2-isopropyl-1-methyl-1,2,3,4,5,6-hexahydro-1,4-benzodiazocin-3-one